2-{5-[Methyl(2,2,6,6-tetramethylpiperidin-4-yl)amino][1,3]thiazolo[5,4-d][1,3]thiazol-2-yl}-5-(1H-pyrazol-4-yl)phenol Hydrochlorid Cl.CN(C=1SC2=C(N1)SC(=N2)C2=C(C=C(C=C2)C=2C=NNC2)O)C2CC(NC(C2)(C)C)(C)C